2-thiocytosine N1C(=S)N=C(N)C=C1